C(C1=CC=CC=C1)OC1=C(N(C=CC1=O)C[C@@H](O)C1=C(C=CC=C1)Cl)C (S)-3-(benzyloxy)-1-(2-(2-chlorophenyl)-2-hydroxyethyl)-2-methylpyridin-4(1H)-one